lysyl-threonyl-threonyl-lysyl-serine N[C@@H](CCCCN)C(=O)N[C@@H]([C@H](O)C)C(=O)N[C@@H]([C@H](O)C)C(=O)N[C@@H](CCCCN)C(=O)N[C@@H](CO)C(=O)O